6-[N-(7-Chloro-1-hydroxy-1,3-dihydrobenzo[c][1,2]oxaborol-5-yl)(methylsulfonyl)amino]-5-cyclopropyl-2-(4-fluorophenyl)-N-methylbenzofuran-3-carboxamide ClC1=CC(=CC2=C1B(OC2)O)N(C2=CC1=C(C(=C(O1)C1=CC=C(C=C1)F)C(=O)NC)C=C2C2CC2)S(=O)(=O)C